CC1=CC2=C(SCC2NC(=O)C=2C(NC(=CC2)C(F)(F)F)=O)C=C1 N-(5-methyl-2,3-dihydrobenzo(b)thiophen-3-yl)-2-oxo-6-(trifluoromethyl)-1,2-dihydropyridine-3-carboxamide